(S)-3-((5-([1,2,4]triazolo[1,5-a]pyridin-6-yl)-4-methoxypyrrolo[2,1-f][1,2,4]triazin-2-yl)amino)-1-methylpiperidin-2-one N=1C=NN2C1C=CC(=C2)C=2C=CN1N=C(N=C(C12)OC)N[C@@H]1C(N(CCC1)C)=O